bicyclo[3.2.2]nonane-1,5-dicarboxylate C12(CCCC(CC1)(CC2)C(=O)[O-])C(=O)[O-]